OCC=1C(=C2C=CCOC2=CC1)OCC(C1=CC=CC=C1)C(=O)C(COC1=C2C=CCOC2=CC=C1CO)C1=CC=CC=C1 2-((6-(hydroxymethyl) chromen-5-yl)oxy)-1-phenyl-ethyl ketone